(2-(4-aminobut-1-yn-1-yl)-5-(piperazin-1-yl)phenyl)methanol NCCC#CC1=C(C=C(C=C1)N1CCNCC1)CO